6-Methoxy-2-methyl-7-((tetrahydro-2H-pyran-4-yl)oxy)quinazolin-4(1H)-one COC=1C=C2C(N=C(NC2=CC1OC1CCOCC1)C)=O